(R)-Benzyl 2-(((benzyloxy)carbonyl)amino)-3-(7-(difluoromethyl)thieno[3,2-b]pyridine-2-carboxamido)propanoate C(C1=CC=CC=C1)OC(=O)N[C@@H](C(=O)OCC1=CC=CC=C1)CNC(=O)C1=CC2=NC=CC(=C2S1)C(F)F